3-[(2-Fluoro-4-methylphenyl) amino]-4-nitropyridin-1-ium-1-olate FC1=C(C=CC(=C1)C)NC=1C=[N+](C=CC1[N+](=O)[O-])[O-]